3-bromo-2-chloro-6-fluorobenzene BrC=1C(=CC(=CC1)F)Cl